5-(4-(2-((8-(4-(2-(4-((2-acetylpyrimidin-4-yl)methoxy)phenyl)propan-2-yl)phenoxy)octyl)oxy)ethyl)piperazin-1-yl)-2-(2,6-dioxopiperidin-3-yl)isoindolin-1,3-dione C(C)(=O)C1=NC=CC(=N1)COC1=CC=C(C=C1)C(C)(C)C1=CC=C(OCCCCCCCCOCCN2CCN(CC2)C=2C=C3C(N(C(C3=CC2)=O)C2C(NC(CC2)=O)=O)=O)C=C1